1-((1,2,3,5,6,7-Hexahydro-s-indacen-4-yl)carbamoyl)azetidine-3-carboxylic acid isopropyl ester C(C)(C)OC(=O)C1CN(C1)C(NC1=C2CCCC2=CC=2CCCC12)=O